C(C)(C)(C)OC(=O)N1C[C@@H](CC1)N(C)C=1C2=C(N=C(N1)N1CC(C1)N1CC3(CC3)C1)C(=C(N=C2)Cl)F tert-butyl-(3R)-3-[[2-[3-(5-azaspiro[2.3]hexan-5-yl)azetidin-1-yl]-7-chloro-8-fluoro-pyrido[4,3-d]pyrimidin-4-yl]-methyl-amino]pyrrolidine-1-carboxylate